C1(CCCC1)N1OC(=CC2=C1N=C(N=C2)SC)C#N 8-cyclopentyl-2-(methylthio)-7-oxa-7,8-dihydropyridino[2,3-d]pyrimidine-6-carbonitrile